(E)-3-((3,3-dibutyl-5-(4-(dimethylamino)phenyl)-7-(methylsulfanyl)-1,1-dioxido-2,3,4,5-tetrahydro-1,5-benzothiazepin-8-yl)oxy)acrylic acid C(CCC)C1(CS(C2=C(N(C1)C1=CC=C(C=C1)N(C)C)C=C(C(=C2)O/C=C/C(=O)O)SC)(=O)=O)CCCC